N1N=CC(=C1)CCCN 3-(1H-pyrazol-4-yl)propan-1-amine